FC[C@H](CN(CC[C@@H](C(=O)O)NC([C@@H](C)C1=C(C=CC=C1OC)F)=O)CCCCC1=NC=2NCCCC2C=C1)OC (S)-4-(((S)-3-fluoro-2-methoxypropyl)(4-(5,6,7,8-tetrahydro-1,8-naphthyridin-2-yl)butyl)amino)-2-((S)-2-(2-fluoro-6-methoxyphenyl)propanamido)butanoic acid